C(C)(C)(C)N1N=CC(=C(C1=O)Cl)OCC1=CC=C(C=C1)C1=CC=C(C=C1)F 2-(tert-butyl)-4-chloro-5-((4'-fluoro-[1,1'-biphenyl]-4-yl)methoxy)pyridazin-3(2H)-one